3,7-dimethyl-7,11-dodecadiene CC(CC)CCCC(=CCCC=C)C